tert-Butyl (3-(hydroxymethyl)-1-methyl-1H-pyrazol-4-yl)carbamate OCC1=NN(C=C1NC(OC(C)(C)C)=O)C